(S)-(2-(1-(tert-butoxycarbonyl)pyrrolidine-3-carboxamido)-5-chloro-3-methylphenyl)boronic acid C(C)(C)(C)OC(=O)N1C[C@H](CC1)C(=O)NC1=C(C=C(C=C1C)Cl)B(O)O